C(=O)(OC(C)(C)C)N1C[C@@H](OCC1)C#C Boc-(S)-2-ethynylmorpholine